(S)-3-((2H-spiro[benzofuran-3,4'-piperidin]-6-yl)oxy)piperidine-2,6-dione N1CCC2(CC1)COC1=C2C=CC(=C1)O[C@@H]1C(NC(CC1)=O)=O